7-(tridecylmethylamino)-5-((2-oxo-2H-[1,4'-bipyridyl]-3-yl)amino)-pyrazolo[1,5-a]pyrimidine-3-carboxamide C(CCCCCCCCCCCC)N(C1=CC(=NC=2N1N=CC2C(=O)N)NC=2C(N(C=CC2)C2=CC=NC=C2)=O)C